(R) or (S)-N'-((1,2,3,5,6,7-hexahydro-s-indacen-4-yl)carbamoyl)-4-(2-hydroxypropan-2-yl)-5-phenylthiophene-2-sulfonimidamide C1CCC2=C(C=3CCCC3C=C12)NC(=O)N=[S@](=O)(N)C=1SC(=C(C1)C(C)(C)O)C1=CC=CC=C1 |o1:16|